[N+](=[N-])=C(C(=O)OCC)C(C)=O ethyl 2-diazo-3-oxobutanoate